BrC=1C(=C(C=CC1)C=1N=C(C(=NC1)CN(C1CCC(CC1)C(=O)OC)C)OC)F methyl (1r,4r)-4-(((5-(3-bromo-2-fluorophenyl)-3-methoxypyrazin-2-yl)methyl)(methyl)amino)cyclohexane-1-carboxylate